NCCOC1=CC=C(CCN2C(OCC2=O)C=2C(=NN(C2)C2=CC=C(C=C2)Br)C2=CC=C(C=C2)F)C=C1 3-(4-(2-aminoethoxy)phenethyl)-2-(1-(4-bromophenyl)-3-(4-fluorophenyl)-1H-pyrazol-4-yl)oxazolidin-4-one